CCC(CC)N1C=C(C2=CC(=CC=C12)C=1C=C2C=CC=NC2=CC1)CC(=O)O 2-(1-(pentan-3-yl)-5-(quinolin-6-yl)-1H-indol-3-yl)acetic acid